7-(5-chloro-2-(((3S,4R)-3-hydroxytetrahydro-2H-pyran-4-yl)amino)pyrimidin-4-yl)-9-fluoro-1,4-dimethyl-1,2,3,4-tetrahydrobenzo[4,5]imidazo[1,2-a]pyrimidin-3-ol ClC=1C(=NC(=NC1)N[C@H]1[C@@H](COCC1)O)C1=CC2=C(N=C3N2C(C(CN3C)O)C)C(=C1)F